tert-Butyl 1-(4-((Bis(2-oxo-2-((4-(biotinylamino)butyl)amino)ethyl) amino)methyl)phenyl)-1-oxo-5,8,11-trioxa-2-azatetradecan-14-oate O=C(CN(CC(=O)NCCCCNC(CCCC[C@@H]1SC[C@@H]2NC(=O)N[C@H]12)=O)CC1=CC=C(C=C1)C(NCCOCCOCCOCCC(=O)OC(C)(C)C)=O)NCCCCNC(CCCC[C@@H]1SC[C@@H]2NC(=O)N[C@H]12)=O